2-(prop-2-ynylamino)ethan-1-ol C(C#C)NCCO